1-sec-butyl-3-isobutyl-4-hydroxy-5-n-propyl-pyrazole C(C)(CC)N1N=C(C(=C1CCC)O)CC(C)C